(2-chloro-5-((1-(2,2-difluoroethyl)-1H-pyrazol-4-yl)ethynyl)pyridin-4-yl)-9-methyl-3,9-diazaspiro[5.5]undecane ClC1=NC=C(C(=C1)C1CNCCC12CCN(CC2)C)C#CC=2C=NN(C2)CC(F)F